C1(=C(C=C(C=C1[2H])[2H])[2H])C1CNCCO1 2-(phenyl-2,4,6-d3)morpholine